5'-methyl-4-pentyl-2'-(prop-1-en-2-yl)-3-(thiazol-4-yl)-[1,1'-biphenyl]-2,6-diol CC=1C=CC(=C(C1)C=1C(=C(C(=CC1O)CCCCC)C=1N=CSC1)O)C(=C)C